N(=O)OON=O nitrosylperoxide